S1N=CN=C1N1CC(C1)CC(=O)OCC ethyl [1-(1,2,4-thiadiazol-5-yl)azetidin-3-yl]acetate